CN1N=CC(=C1)C=1C=CC(=NC1)[C@](C(=O)N)(C1=CC=CC=C1)NCCC=1C=NC(=CC1)C |r| (S)- and (R)-(5-(1-methyl-1H-pyrazol-4-yl)-pyridin-2-yl)-2-((2-(6-methyl-pyridin-3-yl)-ethyl)amino)-2-phenylacetamide